Diethyl((5-methylpiperidin-3-yl)imino)-λ6-sulfanone C(C)S(=O)(=NC1CNCC(C1)C)CC